2-tert-butyl-9,10-bis(2-naphthoyloxy)anthracene C(C)(C)(C)C1=CC2=C(C3=CC=CC=C3C(=C2C=C1)OC(=O)C1=CC2=CC=CC=C2C=C1)OC(=O)C1=CC2=CC=CC=C2C=C1